N-((1r,3r)-3-((5-(1-(2,2-difluoroethyl)-1H-benzo[d][1,2,3]triazol-6-yl)-4-methoxypyrrolo[2,1-f][1,2,4]triazin-2-yl)amino)-1-methylcyclobutyl)-N-methylacetamide FC(CN1N=NC2=C1C=C(C=C2)C=2C=CN1N=C(N=C(C12)OC)NC1CC(C1)(C)N(C(C)=O)C)F